chloromethyl 4-((2-(tert-butoxy)-2-oxoethyl)((((di-tert-butoxyphosphoryl)oxy)methoxy)carbonyl)amino)-3,3-dimethylbutanoate C(C)(C)(C)OC(CN(CC(CC(=O)OCCl)(C)C)C(=O)OCOP(=O)(OC(C)(C)C)OC(C)(C)C)=O